6-methyl-2-(5-methyl-1H-imidazol-2-yl)-4-(1-methyl-2-oxo-5-phenyl-1,2-dihydropyridin-4-yl)-1-tosyl-1,6-dihydro-7H-pyrrolo[2,3-c]pyridin-7-one CN1C(C2=C(C(=C1)C1=CC(N(C=C1C1=CC=CC=C1)C)=O)C=C(N2S(=O)(=O)C2=CC=C(C)C=C2)C=2NC(=CN2)C)=O